behenyl-propyl-imidazolium acetate C(C)(=O)[O-].C(CCCCCCCCCCCCCCCCCCCCC)[N+]1=C(NC=C1)CCC